CN1N=C(C=C1)N\C(\C)=C\1/C(NC2=CC(=C(C=C12)C=1C=NC=CC1C)C#N)=O (Z)-3-(1-((1-Methyl-1H-pyrazol-3-yl)amino)ethylidene)-5-(4-methylpyridin-3-yl)-2-oxoindoline-6-carbonitrile